acryloyloxy-2-(2-vinyloxyethoxy)ethyldimethylmonomethoxysilane C(C=C)(=O)OCO[Si](C)(C)CCOCCOC=C